3-bromo-1,2-diazine BrC=1N=NC=CC1